COC=1C=C(\C=N\NC(=O)C2=NC(=CN=C2)C2=C(C=C(C=C2)OC)O)C=C(C1)OC (E)-N'-(3,5-dimethoxybenzylidene)-6-(2-hydroxy-4-methoxyphenyl)pyrazine-2-carbohydrazide